C(C)OC(CN1C[C@H](CCC1)C1CN(C1)C1=CN=C2C(=N1)N(N=C2C)[C@H](C)C2=C(C=C(C=C2)Cl)Cl)=O Ethyl-2-((R)-3-(1-(1-((R)-1-(2,4-dichlorophenyl)ethyl)-3-methyl-1H-pyrazolo[3,4-b]pyrazin-6-yl)azetidin-3-yl)piperidin-1-yl)acetate